ClCCC[N] chloropropyl-nitrogen